C(C)N1N=NC2=C1C=CC(=C2C)C(C(C(=O)OC)(C)C)C2=CC(=C(C=C2)C)CO methyl 3-(1-ethyl-4-methyl-1H-benzo[d][1,2,3]triazol-5-yl)-3-(3-(hydroxymethyl)-4-methylphenyl)-2,2-dimethylpropanoate